3-((1R,3R)-1-(3,5-difluoro-2-(2-((3-fluoropropyl)amino)ethoxy)pyridin-4-yl)-6-fluoro-3-methyl-1,3,4,9-tetrahydro-2H-pyrido[3,4-b]indol-2-yl)-2,2-difluoropropan-1-ol FC=1C(=NC=C(C1[C@H]1N([C@@H](CC2=C1NC1=CC=C(C=C21)F)C)CC(CO)(F)F)F)OCCNCCCF